FC1(CN(CCC1NC(=O)C1=C(OC2=C1C=C(C=C2)OCC=2C(=NC=CC2)C(F)(F)F)C)C(=O)OC(C)(C)C)F tert-butyl 3,3-difluoro-4-(2-methyl-5-((2-(trifluoromethyl)pyridin-3-yl)methoxy)benzofuran-3-carboxamido)piperidine-1-carboxylate